N-(2-((2-((2-(2,6-dioxopiperidin-3-yl)benzyl)(methyl)amino)ethyl)(methyl)amino)-4-methoxy-5-((4-(1-methyl-1H-indol-3-yl)pyrimidin-2-yl)amino)phenyl)acrylamide O=C1NC(CCC1C1=C(CN(CCN(C2=C(C=C(C(=C2)OC)NC2=NC=CC(=N2)C2=CN(C3=CC=CC=C23)C)NC(C=C)=O)C)C)C=CC=C1)=O